C(C=CC1=CC=CC=C1)(=O)C1=CC=C(C=C1)CCCC(=O)O 4-(4-Cinnamoylphenyl)butyric Acid